(R)-5-(2-(dimethylamino)ethoxy)-N-(1-(3-(1-(fluoromethyl)-1H-pyrazol-4-yl)-5-(1-isopropyl-1H-pyrazol-4-yl)phenyl)ethyl)-2-methylbenzamide CN(CCOC=1C=CC(=C(C(=O)N[C@H](C)C2=CC(=CC(=C2)C=2C=NN(C2)C(C)C)C=2C=NN(C2)CF)C1)C)C